4-[(E)-2-[2-[2-(5-Chloroisoindolin-2-yl)pyrimidin-4-yl]pyrimidin-4-yl]vinyl]pyridin-2-amine ClC=1C=C2CN(CC2=CC1)C1=NC=CC(=N1)C1=NC=CC(=N1)/C=C/C1=CC(=NC=C1)N